C(#N)C1=NC(=CC(=C1C1=NC=C2C=C(N=CC2=C1)NC(=O)C1CC1)C)C(CCC)O N-(7-(2-cyano-6-(1-hydroxybutyl)-4-methylpyridin-3-yl)-2,6-naphthyridin-3-yl)cyclopropanecarboxamide